2-chloro-N-(4-fluoro-3-methylphenyl)-5-(2-((1-hydroxy-2-methylpropan-2-yl)amino)-2-oxoacetyl)-1,4-dimethyl-1H-pyrrole-3-carboxamide ClC=1N(C(=C(C1C(=O)NC1=CC(=C(C=C1)F)C)C)C(C(=O)NC(CO)(C)C)=O)C